1,4-dihydrobenzo[c][2,7]naphthyridine-3(2H)-carboxylic acid tert-butyl ester C(C)(C)(C)OC(=O)N1CCC=2C3=C(N=CC2C1)C=CC=C3